CC(C)(/C(=C\C(C(C)(C)C)=O)/[O-])C.[Ni+2].CC(C)(/C(=C\C(C(C)(C)C)=O)/[O-])C nickel (II) (E)-2,2,6,6-tetramethyl-5-oxohept-3-en-3-olate